4-Amino-1-((4aR,6R,7aS)-2-(nonyloxy)-2-oxidotetrahydro-4H-furo[3,2-d][1,3,2]dioxaphosphinin-6-yl)pyrimidin-2(1H)-one NC1=NC(N(C=C1)[C@H]1C[C@@H]2OP(OC[C@H]2O1)(=O)OCCCCCCCCC)=O